C(C)(C)(C)S(=O)(=O)N1C(C(C2=CC=C(C=C12)NC(C1=C(C=C(C=C1)NS(=O)(=O)CCO)N1CCC2(CC2)CC1)=O)C)C N-(1-(tert-butylsulfonyl)-2,3-dimethylindolin-6-yl)-4-((2-hydroxyethyl)sulfonamido)-2-(6-azaspiro[2.5]octan-6-yl)benzamide